L-3-phenoxy-4-fluorobenzaldehyde O(C1=CC=CC=C1)C=1C=C(C=O)C=CC1F